N[C@H](C(=O)OCC)CCC(=O)OCC Diethyl (2S)-2-aminopentanedioate